(4aR,6R,7R,8S,8aR)-6-(4-((3aR,7aS)-1,3-dioxo-1,3,3a,4,7,7a-hexahydro-2H-4,7-methanoisoindol-2-yl)butoxy)-2-phenylhexahydropyrano[3,2-d][1,3]dioxine-7,8-diyl dibenzoate C(C1=CC=CC=C1)(=O)O[C@@H]1[C@H]([C@@H]2OC(OC[C@H]2O[C@H]1OCCCCN1C([C@H]2C3C=CC([C@H]2C1=O)C3)=O)C3=CC=CC=C3)OC(C3=CC=CC=C3)=O